OC1=CC(=CC=2OC3=CC(=CC(=C3C(C12)=O)O)O)O 1,3,6,8-tetrahydroxyxanthone